3,5-difluorobiphenyl FC=1C=C(C=C(C1)F)C1=CC=CC=C1